ClC1=CC=C(C=C1)C=1CC2(CCC2)CCC1CN1CCN(CC1)C1=CC=C(C(=O)N)C=C1 4-(4-((6-(4-chlorophenyl)spiro[3.5]non-6-en-7-yl)methyl)piperazin-1-yl)benzamide